N(=NC(C(=O)NCCCCCC)(C)C)C(C(=O)NCCCCCC)(C)C azobis(N-hexyl-2-methylpropionamide)